CC(CC(O)O)CC 3-methyl-pentanediol